C1(CC1)C[C@H](N)C(=O)O L-3-Cyclopropyl-Alanine